1-fluoro-4-chloromethyl-1,4-diazoniabicyclo[2.2.2]octane bis(tetrafluoroborate) F[B-](F)(F)F.F[B-](F)(F)F.F[N+]12CC[N+](CC1)(CC2)CCl